(S)-(6-cyclopropylpyrazolo[1,5-a]pyridin-3-yl)(4-(4-methylpyrazolo[1,5-a]pyridin-2-yl)-6,7-dihydro-1H-imidazo[4,5-c]pyridin-5(4H)-yl)methanone C1(CC1)C=1C=CC=2N(C1)N=CC2C(=O)N2[C@@H](C1=C(CC2)NC=N1)C1=NN2C(C(=CC=C2)C)=C1